CCCCC#CCO hept-5-yn-7-ol